OP(O)OP(O)O.C(C)(C)(C1=CC=C(C=C1)O)C1=CC=C(C=C1)O 4,4'-iso-propylidenediphenol diphosphite